(3-((4-oxo-2-thiocarbonyl-2,3,4,5-tetrahydro-1H-pyrrolo[3,2-d]pyrimidin-1-yl)methyl)pyridin-2-yl)piperidine-1-carboxylic acid tert-butyl ester C(C)(C)(C)OC(=O)N1C(CCCC1)C1=NC=CC=C1CN1C(NC(C2=C1C=CN2)=O)=C=S